C(C)N1N=CC(=C1)C=1C=C2C=C(N=CC2=CC1)NC(CN1CCCC1)=O N-(6-(1-ethyl-1H-pyrazol-4-yl)isoquinolin-3-yl)-2-(pyrrolidin-1-yl)acetamide